2-(Cyclopropanesulfonamido)-4-fluoro-N-(4-(4-fluorophenyl)thiazol-2-yl)benzamide C1(CC1)S(=O)(=O)NC1=C(C(=O)NC=2SC=C(N2)C2=CC=C(C=C2)F)C=CC(=C1)F